(1r,2s,5r)-5-methyl-2-propan-2-yl-N-(2-pyridin-2-ylethyl)cyclohexane-1-carboxamide C[C@@H]1CC[C@H]([C@@H](C1)C(=O)NCCC1=NC=CC=C1)C(C)C